4-((2R,3R)-4-acryloyl-3-methylmorpholin-2-yl)-6-chloro-5'-fluoro-N-methyl-[2,4'-bipyridine]-2'-carboxamide C(C=C)(=O)N1[C@@H]([C@H](OCC1)C1=CC(=NC(=C1)Cl)C1=CC(=NC=C1F)C(=O)NC)C